ClC1=CC=C(C(=N1)C(=O)NS(=O)(=O)C)N[C@H](C)C=1C=C(C=C2C(N(C(=NC12)N1CC=2N(N=CC2C1)C=1C(=NC=CC1)C)C)=O)C (R)-6-chloro-3-((1-(3,6-dimethyl-2-(1-(2-methylpyridin-3-yl)-4,6-dihydropyrrolo[3,4-c]pyrazol-5(1H)-yl)-4-oxo-3,4-dihydroquinazolin-8-yl)ethyl)amino)-N-(methylsulfonyl)picolinamide